tert-Butyl (S)-3-((2-fluoro-5-methylbenzyl)amino)-4-oxo-4,6,7,8-tetra-hydropyrrolo[1,2-a]pyrimidine-6-carboxylate FC1=C(CNC2=CN=C3N(C2=O)[C@@H](CC3)C(=O)OC(C)(C)C)C=C(C=C1)C